ethyl-((bis(3,5-dimethylphenyl) phosphoryl) thio)-2-phenylacetate C(C)OC(C(C1=CC=CC=C1)SP(=O)(C1=CC(=CC(=C1)C)C)C1=CC(=CC(=C1)C)C)=O